tert-Butyl N-(3-cyano-7-fluoro-thieno[3,2-c]pyridin-2-yl)carbamate C(#N)C1=C(SC2=C1C=NC=C2F)NC(OC(C)(C)C)=O